4-(trifluoromethyl)-1,3-thiazol-2-yl-1,4-dihydro-1,8-naphthyridine-3-carboxylic acid FC(C=1N=C(SC1)N1C=C(CC2=CC=CN=C12)C(=O)O)(F)F